(2-BROMO-4-FORMYL-6-METHOXYPHENOXY)ACETIC ACID BrC1=C(OCC(=O)O)C(=CC(=C1)C=O)OC